(2S)-1-methyl-2-(5-methylpyridin-3-yl)pyrrolidin-1-ium citrate C(CC(O)(C(=O)[O-])CC(=O)[O-])(=O)[O-].C[NH+]1[C@@H](CCC1)C=1C=NC=C(C1)C.C[NH+]1[C@@H](CCC1)C=1C=NC=C(C1)C.C[NH+]1[C@@H](CCC1)C=1C=NC=C(C1)C